FC1=C(C(=C(C(=C1F)F)F)F)[B-](C1=C(C(=C(C(=C1F)F)F)F)F)(C1=C(C(=C(C(=C1F)F)F)F)F)C1=C(C(=C(C(=C1F)F)F)F)F.C[NH2+]CCCCCCCCCC N-methyl-N-decylammonium [tetrakis(perfluorophenyl) borate]